bis(4-maleimidophenyl)toluene bis(2-{(3-methoxybenzyl)(4-dimethylaminobenzyl)aminocarbonyloxy}ethyl)2,6-pyridinedicarboxylate COC=1C=C(CN(C(=O)OCCOC(=O)C2=NC(=CC=C2)C(=O)OCCOC(=O)N(CC2=CC=C(C=C2)N(C)C)CC2=CC(=CC=C2)OC)CC2=CC=C(C=C2)N(C)C)C=CC1.C1(C=CC(N1C1=CC=C(C=C1)C(C1=CC=CC=C1)C1=CC=C(C=C1)N1C(C=CC1=O)=O)=O)=O